methyl-fluorenol CC1=C(C=2CC3=CC=CC=C3C2C=C1)O